Dihexylsulfosuccinate sodium salt [Na+].C(CCCCC)C(C(C(=O)[O-])S(=O)(=O)O)(C(=O)[O-])CCCCCC.[Na+]